2,3-dibutyl-1,4-butanediol benzoate benzenesulfonate C1(=CC=CC=C1)S(=O)(=O)OCC(C(COC(C1=CC=CC=C1)=O)CCCC)CCCC